BrC1=CC(=C(C(=O)C2C(CCCC2)C(=O)F)C=C1)F 2-(4-Bromo-2-fluorobenzoyl)cyclohexanecarbonyl fluoride